N[C@@H](CCCC)C(=O)O (S)-norleucine